oxyl-acetaldehyde OCC=O